(2R or S)-4,4-difluoro-N-{4-[5-fluoro-7-(2-hydroxypropan-2-yl)-3-(pyridin-2-yl)-1H-pyrrolo[3,2-b]pyridin-2-yl]pyridin-2-yl}-2-(4-fluorophenyl)butanamide FC(C[C@@H](C(=O)NC1=NC=CC(=C1)C1=C(C2=NC(=CC(=C2N1)C(C)(C)O)F)C1=NC=CC=C1)C1=CC=C(C=C1)F)F |o1:3|